(1r,3S)-3-amino-N-((S)-(2,3-dichloro-6-fluoro-5-hydroxyphenyl)(4-fluorobicyclo[2.2.1]heptan-1-yl)methyl)cyclobutane-1-carboxamide NC1CC(C1)C(=O)N[C@H](C12CCC(CC1)(C2)F)C2=C(C(=CC(=C2F)O)Cl)Cl